C(C)(C)(C)OC(=O)N1C(CC(C1)(F)F)COC1=C(C=C(C=C1)Cl)Br 2-[(2-bromo-4-chlorophenoxy)methyl]-4,4-difluoropyrrolidine-1-carboxylic acid tert-butyl ester